sulfhydryl-maleimide SC=1C(=O)NC(C1)=O